[BiH3]=N λ5-bismuthanimine